C(C)(C)C1=C(C(O)=CC(=C1)C(C)C)O 3,5-diisopropylcatechol